(1S,3S)-3-amino-1-methylcyclobutylbenzoate NC1CC(C1)(C)OC(C1=CC=CC=C1)=O